[Cu+2].CC(CC(C)=O)=O.CC(CC(C)=O)=O bis(2,4-pentanedione) copper (II)